CS(=O)(=O)C1=CC=C(C=N1)C(=O)N1CC2=CC(=CC=C2CC1)OC1=CC=C(C=C1)C(F)(F)F (6-(methylsulfonyl)pyridin-3-yl)(7-(4-(trifluoro-methyl)phenoxy)-3,4-dihydroisoquinolin-2(1H)-yl)methanone